2,2,3,3,3-pentafluoropropylammonium FC(C[NH3+])(C(F)(F)F)F